4-(aminomethyl)-2-(2,6-dioxo(3-piperidinyl))-isoindoline-1,3-dione NCC1=C2C(N(C(C2=CC=C1)=O)C1C(NC(CC1)=O)=O)=O